4-(2-fluoro-4-nitrophenoxy)-6-Methoxyquinolin-7-ol FC1=C(OC2=CC=NC3=CC(=C(C=C23)OC)O)C=CC(=C1)[N+](=O)[O-]